C(#N)C=1C=C(C=CC1C(=O)OC)N1CC(C1)C(=O)O 1-(3-cyano-4-(methoxycarbonyl)phenyl)azetidine-3-carboxylic acid